(R)-5-Carbamoylpyridin-3-yl-4-(3-chloro-5-(trifluoromethyl)benzyl)-2-methylpiperazine-1-carboxylate C(N)(=O)C=1C=C(C=NC1)OC(=O)N1[C@@H](CN(CC1)CC1=CC(=CC(=C1)C(F)(F)F)Cl)C